3-(4-acryloylpiperazin-1-yl)-7-(1H-indazol-4-yl)-5,6,7,8-tetrahydroimidazo[1,2-a]pyrazine-2-carbonitrile C(C=C)(=O)N1CCN(CC1)C1=C(N=C2N1CCN(C2)C2=C1C=NNC1=CC=C2)C#N